BrC=1C=C(CNC(=N)N)C=CC1OCCCF N-[3-bromo-4-(3-fluoro-propoxy)-benzyl]Guanidine